FC(C1=CC=CC(=N1)OCC1=C(C=CC=C1)C(C(=O)[O-])=C)(F)F 2-[[6-(trifluoromethyl)pyridin-2-yl]oxymethylphenyl]prop-2-enoate